(2S)-2-((2S)-2-(((2-(3-chlorophenyl)-1-phenylethoxy)carbonyl)amino)-4-methylpentanamido)-3-((S)-2-oxopyrrolidin-3-yl)propanoic acid ClC=1C=C(C=CC1)CC(OC(=O)N[C@H](C(=O)N[C@H](C(=O)O)C[C@H]1C(NCC1)=O)CC(C)C)C1=CC=CC=C1